3,3-dimethyl-5-phenyl-N-(4-phenylbutyl)morpholine-4-carboxamide CC1(N(C(COC1)C1=CC=CC=C1)C(=O)NCCCCC1=CC=CC=C1)C